methyl 4-(1-propionyl-2,3-dihydro-1H-pyrrolo[3,2-b]pyridin-5-yl)benzoate C(CC)(=O)N1CCC2=NC(=CC=C21)C2=CC=C(C(=O)OC)C=C2